Methyl (S)-2-amino-3-(5-bromoquinolin-8-yl)propanoate hydrochloride Cl.N[C@H](C(=O)OC)CC=1C=CC(=C2C=CC=NC12)Br